2-([2,2'-bipyrimidin]-4-yl)-3-(tert-butyl)-5,6-dimethoxyisoindolin-1-one N1=C(N=C(C=C1)N1C(C2=CC(=C(C=C2C1C(C)(C)C)OC)OC)=O)C1=NC=CC=N1